CC(C)C=1C=NC=CC1O 3-(propan-2-yl)pyridin-4-ol